(+/-)-trans-methyl 3-((2-chloro-6-(4-methoxyphenyl) pyrimidin-4-yl)amino)bicyclo[2.2.2]octane-2-carboxylate ClC1=NC(=CC(=N1)NC1C(C2CCC1CC2)C(=O)OC)C2=CC=C(C=C2)OC